[N+](=O)([O-])C1=C(C=CC=C1)S(=O)(=O)N[C@H]1CN(CC1)C(=O)OC(C)(C)C tert-butyl (R)-3-((2-nitrophenyl)sulfonamido)pyrrolidine-1-carboxylate